BrC1=CC(=C2N=C(C(=NC2=C1)C)C)Cl 7-bromo-5-chloro-2,3-dimethylquinoxaline